di(acetic acid) holmium (III) [Ho+3].C(C)(=O)O.C(C)(=O)O